(R)-2-((2-oxo-4-(o-tolyl)-1,2-dihydroquinolin-7-yl)oxy)propanoic acid O=C1NC2=CC(=CC=C2C(=C1)C1=C(C=CC=C1)C)O[C@@H](C(=O)O)C